henicosan-10-amine CCCCCCCCCC(CCCCCCCCCCC)N